FC1(C(C1)C1=CC=CC(=N1)C(=O)NC=1C(=C(C=2N(C1)C=C(N2)C2CCN(CC2)S(=O)(=O)C2CCNCC2)F)C(C)(C)O)F 6-(2,2-difluorocyclopropyl)-N-(8-fluoro-7-(2-hydroxypropane-2-yl)-2-(1-(piperidin-4-ylsulfonyl)piperidin-4-yl)imidazo(1,2-a)pyridin-6-yl)picolinamide